OB1OCC2=C1C(=C(C=C2)C(=O)N[C@@H](C(C)C)C(=O)OCCN2CCOCC2)C 2-Morpholinoethyl (1-hydroxy-7-methyl-1,3-dihydrobenzo[c][1,2]oxaborole-6-carbonyl)-L-valinate